ClC1=C(OC2=CC3=C(N=C(S3)NC(=O)C3=NC=CC(=C3O)OC)C=C2)C=CC(=C1)F N-(6-(2-chloro-4-fluorophenoxy)benzo[d]thiazol-2-yl)-3-hydroxy-4-methoxypyridineamide